2-(4-fluorophenyl)-6-(2-hydroxyethoxy)-3-(5-methylthiazol-4-yl)-1H-inden-1-one FC1=CC=C(C=C1)C=1C(C2=CC(=CC=C2C1C=1N=CSC1C)OCCO)=O